C(C)(C)OCCCOC(C)C 1,3-diisopropoxypropane